N-(2-cyclopropyl-4-iodo-5-methylphenyl)-N-[2-(methoxymethyl)-1H-imidazo[4,5-b]pyridin-5-yl]but-2-ynamide C1(CC1)C1=C(C=C(C(=C1)I)C)N(C(C#CC)=O)C1=CC=C2C(=N1)N=C(N2)COC